FC1=CC=C(C=C1)C#CC1=NC(OC1)=O (4-fluorophenyl)ethynyloxazoline-2-one